N-((1S)-1-(4-((1,1-dimethyl-2,3-dihydro-1H-inden-2-yl)amino)phenyl)-2,2,2-trifluoroethyl)-N-methyl-1,2,5-oxadiazole-3-carboxamide CC1(C(CC2=CC=CC=C12)NC1=CC=C(C=C1)[C@@H](C(F)(F)F)N(C(=O)C1=NON=C1)C)C